6-methoxy-4-methyl-1-(1-(4-(trifluoromethoxy)benzyl)piperidin-4-yl)-1,4-dihydroquinoxaline COC=1C=C2N(C=CN(C2=CC1)C1CCN(CC1)CC1=CC=C(C=C1)OC(F)(F)F)C